ClC1=NC(=C2C(=N1)NN=C2C)O[C@H]2[C@H](CNCC2)F (3S,4R)-4-({6-chloro-3-methyl-1H-pyrazolo[3,4-d]pyrimidin-4-yl}oxy)-3-fluoropiperidine